C(C=C)(=O)OCCCCCCCCCCC[Si](OCC)(OCC)C acryloyloxyundecylmethyldiethoxysilane